C(#N)C=1C=C(C=CC1)S(=O)(=O)NC1CC(C1)NC1=C2C(=NC=C1C=1SC=C(N1)C)NC=C2 3-cyano-N-((1s,3s)-3-((5-(4-methylthiazol-2-yl)-1H-pyrrolo[2,3-b]pyridin-4-yl)amino)cyclobutyl)benzenesulfonamide